indenopyrene C1=CC=C2C=CC3=CC=CC4=C5C(=C1C2=C34)CC=3C=CC=CC35